ClC1=C2C=C(C=NC2=CC(=N1)Cl)NC(=O)C=1C=NN(C1C(F)(F)F)C1=C2C=CNC(C2=CC=C1)=O N-(5,7-dichloro-1,6-naphthyridine-3-yl)-1-(1-oxo-1,2-dihydroisoquinolin-5-yl)-5-(trifluoromethyl)-1H-pyrazole-4-carboxamide